5-bromo-3-(ethylsulfanyl)-2-[3-methyl-6-(1,1,2,2,2-pentafluoroethyl)imidazo[4,5-b]pyridin-2-yl]pyridine BrC=1C=C(C(=NC1)C1=NC=2C(=NC=C(C2)C(C(F)(F)F)(F)F)N1C)SCC